(2-chloro-3-(trifluoromethyl)pyridin-4-yl)methanol ClC1=NC=CC(=C1C(F)(F)F)CO